(2S,3S)-2-((tert-butoxycarbonyl)amino)-3-(4-iodooxazol-2-yl)-3-(2-oxa-6-azaspiro[3.3]heptan-6-yl)propanoic acid C(C)(C)(C)OC(=O)N[C@H](C(=O)O)[C@H](N1CC2(COC2)C1)C=1OC=C(N1)I